L-glutamine hydrochloride monohydrate O.Cl.N[C@@H](CCC(N)=O)C(=O)O